[Li].O1[C@H](COC2=C1C=CC=C2)CN2C[C@](CCC2)(C(=O)O)C (S)-1-[(S)-1-(2,3-Dihydrobenzo[1,4]dioxin-2-yl)methyl]-3-methyl-piperidine-3-carboxylic acid lithium